3-methyl-8-(6-(1-methyl-1H-pyrazol-4-yl)pyridin-3-yl)-1-(4-(piperazin-1-yl)-3-(trifluoromethyl)phenyl)-1,3-dihydro-2H-imidazo[4,5-c]quinolin-2-one CN1C(N(C2=C1C=NC=1C=CC(=CC21)C=2C=NC(=CC2)C=2C=NN(C2)C)C2=CC(=C(C=C2)N2CCNCC2)C(F)(F)F)=O